cis-2-(8-(dimethylamino)-2-oxo-8-phenyl-1,3-diazaspiro[4.5]decan-3-yl)benzonitrile CN(C1(CCC2(CN(C(N2)=O)C2=C(C#N)C=CC=C2)CC1)C1=CC=CC=C1)C